[Si](C)(C)(C(C)(C)C)C#CC1=NC=C(C(=N1)C)B(O)O {2-[2-(tert-butyldimethylsilyl)ethynyl]-4-methylpyrimidin-5-yl}boronic acid